C1(CC1)C1=NC=C(C=C1NC(C1=NC(=CC=C1)C=1C=NN(C1)CC(F)(F)F)=O)N1C(C2(CC1)CCCC2)=O N-(2-cyclopropyl-5-(1-oxo-2-azaspiro[4.4]nonan-2-yl)pyridin-3-yl)-6-(1-(2,2,2-trifluoroethyl)-1H-pyrazol-4-yl)picolinamide